N-(5-(2-(((1r,4r)-4-(dimethylamino)cyclohexyl)amino)-7-methyl-7H-pyrrolo[2,3-d]pyrimidin-5-yl)-2-fluorophenyl)-1-(4-fluorophenyl)methanesulfonamide CN(C1CCC(CC1)NC=1N=CC2=C(N1)N(C=C2C=2C=CC(=C(C2)NS(=O)(=O)CC2=CC=C(C=C2)F)F)C)C